2-[(1R)-1-[6-chloro-4-cyano-2-(piperidin-1-yl)quinolin-8-yl]ethyl]aminobenzoic acid ClC=1C=C2C(=CC(=NC2=C(C1)[C@@H](C)NC1=C(C(=O)O)C=CC=C1)N1CCCCC1)C#N